(E)-1-[4-(2-Hydroxyethoxy)phenyl]-3-phenylprop-2-en-1-one OCCOC1=CC=C(C=C1)C(\C=C\C1=CC=CC=C1)=O